Bis(2-pentylheptyl) 11-(2-(diethylamino)ethyl)-5,17-diethyl-7,15-dioxo-6,8,14,16-tetraoxa-11-azahenicosanedioate C(C)N(CCN(CCOC(OC(CCCC(=O)OCC(CCCCC)CCCCC)CC)=O)CCOC(OC(CCCC(=O)OCC(CCCCC)CCCCC)CC)=O)CC